N-[1-[3-[4-[[1-(Trifluoromethyl)cyclopropyl]methoxy]phenyl]azetidine-1-carbonyl]azetidin-3-yl]methanesulfonamide FC(C1(CC1)COC1=CC=C(C=C1)C1CN(C1)C(=O)N1CC(C1)NS(=O)(=O)C)(F)F